C(C)C=1C=2N(N=C(C1)NC(=O)C=1C=CC(=C3C=CN=NC13)N1CCN(CC1)C(=O)OC(C)(C)C)C=C(N2)C tert-butyl 4-[8-({8-ethyl-2-methylimidazo[1,2-b]pyridazin-6-yl}carbamoyl)cinnolin-5-yl]piperazine-1-carboxylate